C(#N)C=1C(=NC(=CC1C(F)(F)F)C(F)(F)F)N1C(=CC=C1)C(=O)N(C1=CC=C(C=C1)F)CC 1-(3-cyano-4,6-bis(trifluoromethyl)pyridin-2-yl)-N-ethyl-N-(4-fluorophenyl)-1H-pyrrole-2-carboxamide